OC1=CC=C(C=C1)C1COC2=C(C(=CC=C2C1C1=CC(=C(C=C1)OC)C)O)C 1-cis-3-(4-hydroxyphenyl)-4-(4-methoxy-3-methylphenyl)-8-methylchroman-7-ol